[1,1'-bicyclopentyl]-2-one C1(C(CCC1)=O)C1CCCC1